COC(C1CCN(CC1)C=1C=C2CN(C(C2=CC1)=O)N1C(CCCC1=O)=O)OC {5-[4-(Dimethoxymethyl)piperidin-1-yl]-1-oxo-3H-isoindol-2-yl}piperidine-2,6-dione